1-(2,4-dichlorobenzoyl)-2,3-dihydro-1H-imidazo[1,2-a]benzimidazole ClC1=C(C(=O)N2CCN3C2=NC2=C3C=CC=C2)C=CC(=C1)Cl